OC1=CC=C(C(=O)C2=CC=C(C=C2)C(C2=CC=C(C=C2)O)=O)C=C1 1,4-bis(4'-hydroxybenzoyl)benzene